N1C=C(C2=CC=CC=C12)CN(C(ON1N=NC2=C1C=CC=C2)=O)N2C(C1=CC=CC=C1C2=O)=O 1H-benzo[d][1,2,3]triazol-1-yl ((1H-indol-3-yl)methyl)(1,3-dioxoisoindolin-2-yl)carbamate